(4-(methyl-(neopentyl)amino)phenyl)benzamide CN(C1=CC=C(C=C1)C1=C(C(=O)N)C=CC=C1)CC(C)(C)C